[Na].C1=CC=CC=2C(C3=CC=CC=C3C(C12)=O)=O anthraquinone sodium salt